N-[(1-ethyl-4-piperidinyl)methyl]pyrimidine-4-carboxamide C(C)N1CCC(CC1)CNC(=O)C1=NC=NC=C1